C(C)(C)(C)C=1C=C(C=C(C1O)C(C)(C)C)C(C(=O)C1=CC(=CC=C1)OC)C1=CC(=CC=C1)OC1=CC=CC=C1 2-(3,5-di-tert-butyl-4-hydroxyphenyl)-1-(3-methoxyphenyl)-2-(3-phenoxyphenyl)ethan-1-one